Cl.C(C)OC1=C(C=CC=C1)C1=NC=2CN(CC3(C2C=C1)CCN(CC3)C3=C(C=CC=C3)C(F)(F)F)C[C@@H]3NCCC3 (R)-2'-(2-ethoxyphenyl)-7'-(pyrrolidin-2-ylmethyl)-1-(2-(trifluoromethyl)phenyl)-7',8'-dihydro-6'H-spiro[piperidine-4,5'-[1,7]naphthyridine] hydrochloride